C\C(=C/COC(C)=O)\CCC=C(C)C acetic acid (E)-3,7-dimethylocta-2,6-dien-1-yl ester